FC=1C=C(C=CC1)C=1SC(=CN1)C(=O)N 2-(m-fluorophenyl)-1,3-thiazole-5-carboxamide